COC1=CC=C(C=C1)C=1NC(SC1)N/N=C/C=1N=CC=2N(C3=CC=CC=C3C2C1)CC1=CC=C(C=C1)F 4-(4-methoxyphenyl)-2-(((E)-(9-(4-fluorobenzyl)-β-carbolin-3-yl)methylene)hydrazino)-2,3-dihydrothiazole